[O].[Zn] zinc oxygen